C(/C1=CC=CC=C1)=C/1\C(C2C(N3N(C2C2=CC=CC=C2)CCC3=O)C1)=O (E)-2-benzylidene-9-phenylhexahydro-5H-cyclopenta[c]pyrazolo[1,2-a]pyrazole-1,5(2H)-dione